NC=1C(=NC(=C(C1Cl)C(F)F)Cl)C(=O)OC methyl 3-amino-4,6-dichloro-5-(difluoromethyl)picolinate